4-(4-(1-(4-Fluorobenzoyl)azetidine-3-carbonyl)-3,4-dihydro-2H-pyrido[4,3-b][1,4]oxazin-8-yl)benzonitrile FC1=CC=C(C(=O)N2CC(C2)C(=O)N2C3=C(OCC2)C(=CN=C3)C3=CC=C(C#N)C=C3)C=C1